N1=C(C=C(C=C1)C=1C(=C(C=C(C1)F)C1=CC(=C(C=C1)N1C(N(C=C1)C)=O)Cl)O)C1=CC=NC=C1 1-(3'-([2,4'-bipyridyl]-4-yl)-3-chloro-5'-fluoro-2'-hydroxy-[1,1'-biphenyl]-4-yl)-3-methyl-1H-imidazol-2(3H)-one